C(C)(C)(C)C1=CC(=NO1)N 5-(tertiary butyl)isoxazol-3-amine